C[Si](C#CC1=CSC2=C1N=CN=C2N2CCC(CC2)N)(C)C 1-[7-(2-trimethylsilylethynyl)thieno[3,2-d]pyrimidin-4-yl]-4-piperidinyl-amine